NC(C(=O)NC(C1C(C=CC=C1)=O)(C1=CC=CC=C1)C1=CC=CC=C1)CCCCCC(=O)N amino-N-(oxotrityl)-octanediamide